ethoxycarbonyl-9-(1-naphthyl)-4-fluoroacridine C(C)OC(=O)C1=CC=C(C2=NC3=CC=CC=C3C(=C12)C1=CC=CC2=CC=CC=C12)F